3-chloro-2-[[(2R)-4,4-dimethoxypyrrolidin-2-yl]methoxy]-6-methoxypyridine ClC=1C(=NC(=CC1)OC)OC[C@@H]1NCC(C1)(OC)OC